methylpropane-1,3-diol bromide [Br-].CC(CCO)O